C(C)[C@]1(C(OCC=2C(N3CC=4C(=NC=5C=CC(=C6C5C4CCC6)NC(OC[C@@H](C)SSC6=NC=CC=C6[N+](=O)[O-])=O)C3=CC21)=O)=O)O (R)-2-((3-nitropyridin-2-yl)disulfanyl)propyl ((S)-9-ethyl-9-hydroxy-10,13-dioxo-2,3,9,10,13,15-hexahydro-1H,12H-benzo[de]pyrano[3',4':6,7]indolizino[1,2-b]quinolin-4-yl)carbamate